Cl.ClC=1C=C(C(=C(C1)C1=NC=NN2C1=CC(=C2)CN2C(N(C=CC2=O)C([2H])([2H])[2H])=O)C[C@@H]2CNCCO2)C (R)-3-((4-(5-chloro-3-methyl-2-(morpholin-2-ylmethyl)phenyl)pyrrolo[2,1-f][1,2,4]triazin-6-yl)methyl)-1-(methyl-d3)pyrimidine-2,4(1H,3H)-dione hydrochloride